6-(4-fluorophenyl)-2-oxo-1-(pyridin-3-ylmethyl)-N-(spiro[3.3]hept-2-yl)-1,2-dihydro-1,8-naphthyridine-3-carboxamide FC1=CC=C(C=C1)C=1C=C2C=C(C(N(C2=NC1)CC=1C=NC=CC1)=O)C(=O)NC1CC2(C1)CCC2